CC/C=C\\CC1C(C=CC1=O)CCCCCCCC(=O)OC[C@H](CO[C@H]2[C@@H]([C@H]([C@H]([C@H](O2)CO[C@@H]3[C@@H]([C@H]([C@H]([C@H](O3)CO)O)O)O)O)O)O)OC(=O)CCCCCCCC4C=CC(=O)C4C/C=C\\CC The molecule is an arabidopside that is arabidopside B in which the hydrogen of the hydroxy group at position 6 of the beta-D-galactosyl moiety is replaced by an alpha-D-galactosyl group. It is an arabidopside, a beta-D-galactoside, a diester, a glycosylgalactose derivative and a glycoglycerolipid.